ClC1=CC=C(C=C1)CN1C([C@H](CS(C2=C1C=C(C(=C2)F)C2=NOC(=N2)C(C)(C)F)(=O)=O)NC(OC(C)(C)C)=O)=O tert-butyl N-[(3R)-5-[(4-chlorophenyl)methyl]-8-fluoro-7-[5-(1-fluoro-1-methyl-ethyl)-1,2,4-oxadiazol-3-yl]-1,1,4-trioxo-2,3-dihydro-1λ6,5-benzothiazepin-3-yl]carbamate